(2-aminoethyl)-2-(4-fluorophenyl)-N-methyl-1-(p-tolyl)-1H-benzo[d]imidazole-5-carboxamide NCCC1=C(C=CC=2N(C(=NC21)C2=CC=C(C=C2)F)C2=CC=C(C=C2)C)C(=O)NC